CN1C(C2=C(C(=C1)C1=CC(N(C=C1C1=CC(=CC=C1)CSC)C)=O)C=C(N2)C=2C=NN(C2)C(F)(F)F)=O 6-methyl-4-(1-methyl-5-(3-((methylthio)methyl)phenyl)-2-oxo-1,2-dihydropyridin-4-yl)-2-(1-(trifluoromethyl)-1H-pyrazol-4-yl)-1,6-dihydro-7H-pyrrolo[2,3-c]pyridin-7-one